tert-Butyl 4-(((6-(cyclopropyl(4-(trifluoromethyl)benzyl)amino)-5-fluoropyrimidin-4-yl)amino)methyl)-4-(hydrazinecarbonyl)piperidine-1-carboxylate C1(CC1)N(C1=C(C(=NC=N1)NCC1(CCN(CC1)C(=O)OC(C)(C)C)C(=O)NN)F)CC1=CC=C(C=C1)C(F)(F)F